C(C1=CC=CC=C1)(C1=CC=CC=C1)(C1=CC=CC=C1)N[C@H]1C[C@@H](O[C@@H]1CO)N1C=NC=2C(=O)NC(NC(C(C)C)=O)=NC12 3'-Tritylamino-N2-isobutyryl-2',3'-dideoxyguanosine